C(OC1=C(C(=CC(=C1)OC([2H])([2H])[2H])OC([2H])([2H])[2H])S(=O)(=O)N)([2H])([2H])[2H] 2,4,6-tris(Methoxy-d3)benzenesulfonamide